1-[5-({[4-(Aminomethyl)phenyl]methyl}(methyl)amino)-4-methoxy-3-{4-methyl-1-[2-(morpholin-4-yl)acetyl]pyrrolidin-3-yl}-1H-pyrazol-1-yl]-3-hydroxy-2,2-dimethylpropan-1-on NCC1=CC=C(C=C1)CN(C1=C(C(=NN1C(C(CO)(C)C)=O)C1CN(CC1C)C(CN1CCOCC1)=O)OC)C